ON=C(C(C)(C=1C=CC=2N(C1)N=CC2)C)N N'-hydroxy-2-methyl-2-pyrazolo[1,5-a]pyridin-6-yl-propionamidine